2-[1-(pyrimidin-4-yl)azetidin-3-yl]-1-(2,3,4-trimethyl-5,7-dihydro-6H-pyrrolo[3,4-b]Pyridin-6-yl)ethanone N1=CN=C(C=C1)N1CC(C1)CC(=O)N1CC2=NC(=C(C(=C2C1)C)C)C